C1(CCCC1)N1[C@@H](C(N(C=2C=NC(=NC12)NC1=C(C=C(C=C1)C1=NOC(=N1)CN1CCNCC1)OC)C)=O)CC (R)-8-cyclopentyl-7-ethyl-2-((2-methoxy-4-(5-(piperazin-1-ylmethyl)-1,2,4-oxadiazol-3-yl)phenyl)amino)-5-methyl-7,8-dihydropteridin-6(5H)-one